dodecanoyl-4,4'-methylenebis(2-methylcyclohexylamine) C(CCCCCCCCCCC)(=O)C(C1CC(C(CC1)N)C)C1CC(C(CC1)N)C